CN(CCCC(=O)NC1=CC=C(C=C1)C(=O)N1C[C@@H]([C@@H](C1)NC1=NC=CC(=N1)C=1C(=NN2C1C=CC=C2)C2=CC=CC=C2)C)C 4-(dimethylamino)-N-(4-((3S,4S)-3-methyl-4-((4-(2-phenylpyrazolo[1,5-a]pyridin-3-yl)pyrimidin-2-yl)amino)pyrrolidine-1-carbonyl)phenyl)butanamide